C1(=C(C(=C2C(=CC=C3C4=CC=CC5=CC=CC(C1=C23)=C45)C(=O)N)C(=O)N)C(N)=N)C(N)=N perylenetetracarboxamide diimide